[N+](=O)([O-])C1=C(C(=CC(=C1)C(C)(C)C)[N+](=O)[O-])Cl 2,6-dinitro-p-tert-butyl-chlorobenzene